CN1CCC(CC1)NC(C1=CC(=CC=C1)CN1C(C2=CC=C(C=C2C=C1)C=1C(=NNC1)C(F)(F)F)=O)=O N-(1-Methylpiperidin-4-yl)-3-((1-oxo-6-(3-(trifluoromethyl)-1H-pyrazol-4-yl)isoquinolin-2(1H)-yl)methyl)benzamide